Cl.CN1C(CCC1)C=CC(=O)O 3-(1-methylpyrrolidin-2-yl)acrylic acid hydrochloride